C1(CCCCC1)N1N=CC=2C1=NC(=NC2NC(=O)C=2SC(=CC2)[N+](=O)[O-])C2=CC(=C(C=C2)Cl)Cl N-(1-cyclohexyl-6-(3,4-dichlorophenyl)-1H-pyrazolo[3,4-d]pyrimidin-4-yl)-5-nitrothiophene-2-carboxamide